tert-butyl (3-(3-(4-(hydroxymethyl)phenyl)propanamido)propyl)carbamate OCC1=CC=C(C=C1)CCC(=O)NCCCNC(OC(C)(C)C)=O